(5-(5-((R)-1-(3,5-dichloropyridin-4-yl)ethoxy)-1-(tetrahydro-2H-pyran-2-yl)-1H-indazol-3-yl)pyridin-2-yl)-3-methylazetidin-3-ol ClC=1C=NC=C(C1[C@@H](C)OC=1C=C2C(=NN(C2=CC1)C1OCCCC1)C=1C=CC(=NC1)N1CC(C1)(O)C)Cl